C[Sb](C)C trimethylstibane